NC1=NC=CC(=C1[N+](=O)[O-])C=1C=NN(C1)C1=CC=C(C=N1)C(CCN(C(OC(C)(C)C)=O)C)C(F)(F)F tert-butyl 3-(6-(4-(2-amino-3-nitropyridin-4-yl)-1H-pyrazol-1-yl)pyridin-3-yl)-4,4,4-trifluorobutylmethylcarbamate